C(=O)C12CCC(CC1)(CC2)C(=O)OC methyl 1-formylbicyclo[2.2.2]octane-4-carboxylate